(S)-1-(4-(5-fluoro-3-methylpyridin-2-yl)-2-methylpiperazin-1-yl)-4-(quinazolin-5-yl)butan-1-one FC=1C=C(C(=NC1)N1C[C@@H](N(CC1)C(CCCC1=C2C=NC=NC2=CC=C1)=O)C)C